[2,3-dichloro-4-fluoro-5-({[5-isopropyl-1-(2-phenoxyethyl)-1H-pyrazole-4-yl]carbonyl}amino)phenyl]acetic acid ClC1=C(C=C(C(=C1Cl)F)NC(=O)C=1C=NN(C1C(C)C)CCOC1=CC=CC=C1)CC(=O)O